C1CNCCC12CCC(CC2)CN(C(=O)C2CCC(CC2)C=2C=C1C(=NC(=NC1=CC2OC)C)N[C@H](C)C2=CC(=CC(=C2)C(F)(F)F)N)C (1R,4R)-N-((3-azaspiro[5.5]undecan-9-yl)methyl)-4-(4-(((R)-1-(3-amino-5-(Trifluoromethyl)phenyl)ethyl)amino)-7-methoxy-2-methylquinazolin-6-yl)-N-methylcyclohexane-1-carboxamide